3-(4-isopropylphenyl)-3-((4-(trifluoromethoxy)phenyl)sulfonamido)propanoic acid C(C)(C)C1=CC=C(C=C1)C(CC(=O)O)NS(=O)(=O)C1=CC=C(C=C1)OC(F)(F)F